methyl 6α-ethyl-4β-fluoro-7a-hydroxyl-3-oxo-5β-cholan-24-oate C(C)[C@H]1[C@H]([C@H]2[C@@H]3CC[C@H]([C@@H](CCC(=O)OC)C)[C@]3(CC[C@@H]2[C@]2(CCC([C@@H]([C@@H]12)F)=O)C)C)O